FC=1C(=C(C=CC1F)[C@H]1[C@@H](O[C@]([C@H]1C)(C(F)(F)F)C)C(=O)NC=1C=NN2C(NC=CC21)=O)OC (2R,3S,4S,5R)-3-(3,4-difluoro-2-methoxyphenyl)-4,5-dimethyl-N-(7-oxo-6,7-diHydropyrazolo[1,5-c]pyrimidin-3-yl)-5-(trifluoromethyl)tetrahydrofuran-2-carboxamide